methyl 3-(2H-benzotriazol-2-yl)-5-(1,1-dimethylethyl)-4-hydroxyphenylpropionate N=1N(N=C2C1C=CC=C2)C=2C=C(C=C(C2O)C(C)(C)C)C(C(=O)OC)C